N-[(5,7-dichloro-2,3-dihydro-1-benzofuran-2-yl)methyl]propan-2-amine CC(C)NCC1CC2=C(O1)C(=CC(=C2)Cl)Cl